N-(2-methoxybenzyl)-1-(2,5-dimethoxy-4-cyanophenyl)-2-aminoethane COC1=C(CNCCC2=C(C=C(C(=C2)OC)C#N)OC)C=CC=C1